O=C1NC(CC[C@@H]1C=1C=CC(=NC1)N1CCC(CC1)C(=O)N1CCCC1)=O (3R)-1-(1-(5-(2,6-DIOXOPIPERIDIN-3-YL)PYRIDIN-2-YL)PIPERIDINE-4-CARBONYL)PYRROLIDINE